N1N=CC=C1C(=O)O 1H-pyrazole-5-carboxic acid